C(CCCCCCC)/C(/C(=O)[O-])=C/C(=O)[O-].C(CCCCCCC)/C(/C(=O)[O-])=C/C(=O)[O-].C(CCC)[Sn+4]CCCC di-n-butyltin bis(monooctyl maleate)